FC(C1=NC(=NO1)C1=CC=C(C(=O)N)C=C1)(F)F 4-(5-(trifluoromethyl)-1,2,4-oxadiazol-3-yl)benzamide